C(CCC)S(=O)(=O)N1CCN(CC1)C(C(=O)OC)C Methyl 2-(4-(butylsulfonyl)piperazin-1-yl)propanoate